pyrido[2,3-d][1,3]oxazine N=1COC=C2C1N=CC=C2